6-(pyridin-3-yl)benzo[d]oxazol-2(3H)-one N1=CC(=CC=C1)C1=CC2=C(NC(O2)=O)C=C1